OC(C)(C)[C@@H]1[C@@H]2CC[C@H](C(N1)=O)N2C(=O)OC(C)(C)C tert-butyl (1S,2S,5R)-2-(2-hydroxypropan-2-yl)-4-oxo-3,8-diazabicyclo[3.2.1]octane-8-carboxylate